FC=1C=C(C(=O)N2[C@H](CCCC2)C)C=C(C1)F (2S)-1-(3,5-difluorobenzoyl)-2-methylpiperidin